Cl.N[C@H](C=1N=C2N(N=CC(=C2)CC23C(NC(CC2)C3)=O)C1)C1CCC(CC1)(F)F 4-((2-((S)-amino(4,4-difluorocyclohexyl)methyl)imidazo[1,2-b]pyridazin-7-yl)methyl)-2-azabicyclo[2.2.1]heptan-3-one hydrochloride